7-(trifluoromethoxy)-1H-benzimidazole-2-carboxylic acid FC(OC1=CC=CC2=C1NC(=N2)C(=O)O)(F)F